{[1-Cyano-4-hydroxy-6-(2-methyl-benzooxazol-6-yloxy)-isoquinoline-3-carbonyl]-amino}-acetic acid C(#N)C1=NC(=C(C2=CC(=CC=C12)OC1=CC2=C(N=C(O2)C)C=C1)O)C(=O)NCC(=O)O